2,3,5-trimethylpiperazine CC1NCC(NC1C)C